N1N=C(C2=CC=CC=C12)NC1=NC(=NC2=CC=CC=C12)NC1=CC=C(C=C1)CC#N 2-(4-((4-((1H-Indazol-3-yl)amino)quinazolin-2-yl)amino)phenyl)acetonitrile